ethyl-8-(3,5-dichlorophenyl)-4-(dimethylamino)-1,7-naphthyridine C(C)C1=NC2=C(N=CC=C2C(=C1)N(C)C)C1=CC(=CC(=C1)Cl)Cl